Dimethyl 3-[[1-methyl-5-(2-methyl-4-pyridyl)indazol-6-yl]amino]benzene-1,2-dicarboxylate CN1N=CC2=CC(=C(C=C12)NC1=C(C(=CC=C1)C(=O)OC)C(=O)OC)C1=CC(=NC=C1)C